ClC1=CC=C(CS(=O)C=2OC3=C(N2)C=C(C(=C3)F)F)C=C1 2-((4-chlorobenzyl)sulfinyl)-5,6-difluorobenzo[d]oxazole